O=C1NC(CCC1N1C(C2=CC=C(C=C2C1=O)N1CCC(CC1)N1CC(C1)NC(C1=NC=C(C=C1)N1CCN(CC1)CC=1C=NC=2C=C(C(NC2C1)=O)CC)=O)=O)=O N-(1-(1-(2-(2,6-dioxopiperidin-3-yl)-1,3-dioxoisoindolin-5-yl)piperidin-4-yl)azetidin-3-yl)-5-(4-((7-ethyl-6-oxo-5,6-dihydro-1,5-naphthyridin-3-yl)methyl)piperazin-1-yl)picolinamide